ClCC1=CC(=CC=2C=CSC21)C(CC(=O)OCC)C=2C(=C1C(=NC2)N(N=N1)C)C Ethyl 3-[7-(chloromethyl)-1-benzothiophen-5-yl]-3-(3,7-dimethyl-3H-[1,2,3]triazolo[4,5-b]pyridin-6-yl)propanoate